N=1C=NN2C1C=C(C=C2)OC2=C(C=C(C=C2)NC2=NC=NC1=C2N=C(N=C1)OC1CC2CCC(C1)N2C(C=C)=O)C 1-(exo-3-((8-((4-([1,2,4]Triazolo[1,5-a]pyridin-7-yloxy)-3-methylphenyl)amino)pyrimido[5,4-d]pyrimidin-2-yl)oxy)-8-azabicyclo[3.2.1]octan-8-yl)prop-2-en-1-one